5'-[3-(3-pyridyl)phenyl]biphenyl N1=CC(=CC=C1)C=1C=C(C=CC1)C=1C=CC=C(C1)C1=CC=CC=C1